CC(CCC(=O)O)C=CC(C)C 4,7-dimethyl-5-octenoic acid